BrC1=C(N)C(=C(C(=C1C)F)C)Br 2,6-dibromo-4-fluoro-3,5-dimethylaniline